C(C)(C)(C)C1=NC=2C(=C3C=CN=C(C3=C3C2C=CC(=C3)F)O)N1 2-(tert-butyl)-9-fluoro-3H-benzo[h]imidazo[4,5-f]isoquinolin-7-ol